(R)-2-chloro-4-((3-(1-(cyanomethyl)-3-(trifluoromethyl)-1H-pyrazol-4-yl)imidazo[1,2-a]pyrazin-8-yl)amino)-N-(2-((2-oxo-2-(pyrrolidin-3-ylamino)ethyl)amino)ethyl)benzamide ClC1=C(C(=O)NCCNCC(N[C@H]2CNCC2)=O)C=CC(=C1)NC=1C=2N(C=CN1)C(=CN2)C=2C(=NN(C2)CC#N)C(F)(F)F